2-bromo-7-oxo-7H-chromeno[3,2-c]quinoline 5-oxide BrC=1C=C2C3=C(C=[N+](C2=CC1)[O-])C(C1=CC=CC=C1O3)=O